NCCNCCN1C(N(CC1)CCN(CCN(CC#N)CC#N)CCN(CC#N)CC#N)=O 2,2',2'',2'''-((((2-(3-(2-((2-aminoethyl)amino)ethyl)-2-oxoimidazolidin-1-yl)ethyl)azanediyl)bis(eth-ane-2,1-diyl))bis(azanetriyl))tetraacetonitrile